COCCC(C)(C)O 3-methyl-1,3-butylene glycol monomethyl ether